(2s,4s)-2-(4-(1H-Pyrrolo[2,3-b]pyridin-2-yl)piperidine-1-carbonyl)-7-oxa-5-azaspiro[3.4]octan N1C(=CC=2C1=NC=CC2)C2CCN(CC2)C(=O)C2CC1(C2)NCOC1